4-(chloromethyl)phenyltrimethoxysilane ClCC1=CC=C(C=C1)[Si](OC)(OC)OC